6,6-dimethyl-3-azabicyclo[3.1.0]hexane-2-Formamide CC1(C2CNC(C12)C(=O)N)C